N-(3-(5-chlorobenzo[d]oxazol-2-yl)phenyl)-2-(4-(trifluoromethoxy)phenyl)acetamide ClC=1C=CC2=C(N=C(O2)C=2C=C(C=CC2)NC(CC2=CC=C(C=C2)OC(F)(F)F)=O)C1